1-methyl-6-oxo-3-(trifluoromethyl)-6,7-dihydro-1H-pyrazolo[3,4-b]pyridine-5-carboxylic acid CN1N=C(C2=C1NC(C(=C2)C(=O)O)=O)C(F)(F)F